FC1=C(OC2=C(C=C(C=C2)N2C(CCC2=O)=O)C=2C3=C(C(N(C2)C)=O)NC=C3)C=CC(=C1)F 1-(4-(2,4-difluorophenoxy)-3-(6-methyl-7-oxo-6,7-dihydro-1H-pyrrolo[2,3-c]pyridin-4-yl)phenyl)pyrrolidine-2,5-dione